C(C)OC1=CN=CC(=N1)C=1C=CC(=NC1)NC([C@](CC)(C1=NC(=NC=C1)NS(=O)(=O)C)F)=O (S)-N-(5-(6-ethoxypyrazin-2-yl)pyridin-2-yl)-2-fluoro-2-(2-(methylsulfonylamino)pyrimidin-4-yl)butyramide